4-[[(1R)-6,7-dimethoxy-2-methyl-3,4-dihydro-1H-isoquinolin-1-yl]methyl]-2-[[(1R)-1-[(4-hydroxyphenyl)methyl]-6-methoxy-2-methyl-3,4-dihydro-1H-isoquinolin-7-yl]oxy]phenol COC=1C=C2CCN([C@@H](C2=CC1OC)CC1=CC(=C(C=C1)O)OC1=C(C=C2CCN([C@@H](C2=C1)CC1=CC=C(C=C1)O)C)OC)C